trans-N-Boc-1,4-cyclohexanediamine hydrochloride Cl.C(=O)(OC(C)(C)C)N[C@@H]1CC[C@H](CC1)N